C1C2CC3CC1CC(C2)(C3CC(=O)O)CC(=O)O adamantanediacetic acid